(3S,4r)-3-amino-N-((S)-(3-chloro-2,6-difluorophenyl)(4-fluoro-bicyclo[2.2.1]hept-1-yl)methyl)-4-(methoxy-d3)cyclopentane-1-carboxamide hydrochloride Cl.N[C@H]1CC(C[C@H]1OC([2H])([2H])[2H])C(=O)N[C@@H](C12CCC(CC1)(C2)F)C2=C(C(=CC=C2F)Cl)F